BrC=1C=C(CSN2C(C=CC=C2)=O)C=CC1 N-(3-bromobenzyl)thiopyridone